Methyl 1-(3-chloro-4-fluorophenylcarbamoyl)-2-methyl-2,4,5,6-tetrahydrocyclopenta[c]pyrrol-4-ylcarbamate ClC=1C=C(C=CC1F)NC(=O)C=1N(C=C2C1CCC2NC(OC)=O)C